trans-(1-((5-(Aminomethyl)thiazol-2-yl)sulfonyl)-5-phenylpiperidin-3-yl)(4-(methylsulfonyl)piperazin-1-yl)methanone 2,2,2-trifluoroacetate FC(C(=O)O)(F)F.NCC1=CN=C(S1)S(=O)(=O)N1C[C@H](C[C@@H](C1)C1=CC=CC=C1)C(=O)N1CCN(CC1)S(=O)(=O)C